N-((1-((1H-Pyrazol-4-yl)methyl)-3-(4-fluorophenyl)azetidin-3-yl)methyl)-6-chloro-2-(trifluoromethyl)quinolin-4-amine N1N=CC(=C1)CN1CC(C1)(C1=CC=C(C=C1)F)CNC1=CC(=NC2=CC=C(C=C12)Cl)C(F)(F)F